BrCC1=C(N=NC(=C1C)Cl)N (bromomethyl)-6-chloro-5-methylpyridazin-3-amine